2-(4-fluorophenoxy)-N-(5-(4-(methoxymethyl)phenyl)pyridin-2-yl)-2-methylpropanamide FC1=CC=C(OC(C(=O)NC2=NC=C(C=C2)C2=CC=C(C=C2)COC)(C)C)C=C1